C(C)(C)OC=1C=NC(=NC1)N1C[C@H]2[C@H](C1)CN(C2)C2=C(C(N(C1=CC=C(N=C21)Cl)C)=O)C#N 4-[(3aS,6aS)-5-(5-isopropoxypyrimidin-2-yl)-1,3,3a,4,6,6a-hexahydropyrrolo[3,4-c]pyrrol-2-yl]-6-chloro-1-methyl-2-oxo-1,5-naphthyridine-3-carbonitrile